FC1=CC(=CC2=CC=3C[C@@](CCC3N=C12)(C(C)C)F)C(=O)N[C@H](CC[NH+]1CCC(CC1)C(C)(C)O)C=1C=NC(=CC1)C1=CN=NC=C1 |r| rac-(7S)-4,7-difluoro-7-isopropyl-N-[rac-(1R)-3-[4-(1-hydroxy-1-methylethyl)piperidin-1-ium-1-yl]-1-(6-pyridazin-4-yl-3-pyridyl)propyl]-6,8-dihydro-5H-acridine-2-carboxamide